ETHYL 4-(3-METHYL-2-OXOIMIDAZOLIDIN-1-YL)BENZOATE CN1C(N(CC1)C1=CC=C(C(=O)OCC)C=C1)=O